N-(3-(2-(ethylamino)-8,9-dihydroimidazo[1',2':1,6]pyrido[2,3-d]pyrimidin-6-yl)-4-methylphenyl)-4-(trifluoromethyl)picolinamide formate salt C(=O)O.C(C)NC=1N=CC2=C(N1)N1C(C(=C2)C=2C=C(C=CC2C)NC(C2=NC=CC(=C2)C(F)(F)F)=O)=NCC1